C(C)(C)(C)N(C(O)=O)[C@@H](C(=O)NC1=CC=C(C=C1)C1=NN(C=C1)C)C.BrC=1C(=NC(=CC1)Cl)C1(CC1)C(=O)N 1-(3-bromo-6-chloropyridin-2-yl)cyclopropane-1-carboxamide (R)-tert-Butyl(1-((4-(1-methyl-1H-pyrazol-3-yl)phenyl)amino)-1-oxopropan-2-yl)carbamate